FC(C=1C(=C(C=CC1)[C@@H](C)NC=1C2=C(N=CN1)C(=NC(=C2)C2(CCS(CC2)(=O)=O)OC)OC)F)F N-[(1R)-1-[3-(difluoromethyl)-2-fluoro-phenyl]ethyl]-8-methoxy-6-(4-methoxy-1,1-dioxo-thian-4-yl)pyrido[3,4-d]pyrimidin-4-amine